ClCC1=CC=C(C=C1)[C@@H](C)N1CCN(CC1)C(=O)C1CC1 (R)-(4-(1-(4-(chloromethyl)phenyl)ethyl)piperazin-1-yl)(cyclopropyl)methanone